FC(C=1C=C(C=C(C1)C(F)(F)F)C1(CC1)NC(=O)N[C@H]1[C@@H](CN(CC1)C(=O)OC(C)(C)C)C1=CC(=CC(=C1)Cl)Cl)(F)F |o1:19,20| tert-butyl (3R*,4R*)-4-[({1-[3,5-bis(trifluoromethyl)phenyl]cyclopropyl}carbamoyl)amino]-3-(3,5-dichlorophenyl)piperidine-1-carboxylate